OC=1C=C2CC[C@H]([C@H](C2=CC1)C1=CC=C(C=C1)N1CCC(CC1)CN1CCN(CC1)C=1C=C2CN(C(C2=CC1)=O)C1C(NC(CC1)=O)=O)C1CCOCC1 3-(5-(4-((1-(4-((1S,2S)-6-Hydroxy-2-(tetrahydro-2H-pyran-4-yl)-1,2,3,4-tetrahydronaphthalen-1-yl)phenyl)piperidin-4-yl)methyl)piperazin-1-yl)-1-oxoisoindolin-2-yl)piperidine-2,6-dione